OC[C@H]1N(C/C(/C1)=N/OC)C(=O)C1=CC=C(C=C1)C1=C(C(=CC=C1)C(F)(F)F)C (S,E)-(2-(Hydroxymethyl)-4-(methoxyimino)pyrrolidin-1-yl)(2'-methyl-3'-(trifluoromethyl)-[1,1'-biphenyl]-4-yl)methanone